CO[C@H](C(=O)N1CC2(CN(C2)C2=CC(=C3C(=N2)C(=CS3)C(=O)NC)C(F)(F)F)C1)C (S)-5-(6-(2-methoxypropionyl)-2,6-diazaspiro[3.3]hept-2-yl)-N-methyl-7-(trifluoromethyl)thieno[3,2-b]pyridine-3-carboxamide